CC=1N=NC=C(C1[C@@H](C)OC=1C=C2C(=NN(C2=CC1)C1OCCCC1)C=1C=C(C#N)C=C(C1)N1CCOCC1)C 3-[5-[(1R)-1-(3,5-dimethylpyridazin-4-yl)ethoxy]-1-tetrahydropyran-2-yl-indazol-3-yl]-5-morpholino-benzonitrile